1-(3-chloro-4-fluorophenyl)-3-(8,9-difluoro-6-oxo-1,4,5,6-tetrahydro-2H-pyrano[3,4-c]isoquinolin-1-yl)urea ClC=1C=C(C=CC1F)NC(=O)NC1COCC=2NC(C=3C=C(C(=CC3C21)F)F)=O